FC(CN1CCC(CC1)N1N=CC(=C1)NC1=NC(=NC=2N1N=CC2)C2=C(C=CC=C2F)F)F N-(1-(1-(2,2-difluoroethyl)piperidin-4-yl)-1H-pyrazol-4-yl)-2-(2,6-difluorophenyl)pyrazolo[1,5-a][1,3,5]triazin-4-amine